p-acetyl-phenethyl alcohol acetate C(C)(=O)OCCC1=CC=C(C=C1)C(C)=O